platinum (0) vinyl-tetramethyl-disiloxane C(=C)[SiH](O[Si](C)(C)C)C.[Pt]